N-(2-((3S,4R)-3-fluoro-4-(methoxy-d3)piperidin-1-yl)pyrimidin-4-yl)-5-isopropyl-8-((2R,3S)-3-(methoxymethyl)-2-methylazetidin-1-yl)isoquinolin-3-amine F[C@H]1CN(CC[C@H]1OC([2H])([2H])[2H])C1=NC=CC(=N1)NC=1N=CC2=C(C=CC(=C2C1)C(C)C)N1[C@@H]([C@H](C1)COC)C